(3-(1-amino-1,3-dihydrospiro[inden-2,4'-piperidin]-1'-yl)-6-(2-cyclopropylvinyl)pyrazin-2-yl)methanol NC1C2=CC=CC=C2CC12CCN(CC2)C=2C(=NC(=CN2)C=CC2CC2)CO